racemic-1-methyl-4,5,6,7-tetrahydroindazole-6-carboxylic acid CN1N=CC=2CC[C@H](CC12)C(=O)O |r|